3-(4-((4-((4,4-difluoropiperidin-1-yl)methyl)-3-fluorobenzyl)thio)-6-fluoro-1-oxoisoindolin-2-yl)piperidine-2,6-dione FC1(CCN(CC1)CC1=C(C=C(CSC2=C3CN(C(C3=CC(=C2)F)=O)C2C(NC(CC2)=O)=O)C=C1)F)F